C(C)(C)(C)C1=C(C=CC(=C1)C(=O)O)C t-butyl-p-toluic acid